tert-butyl-(1R,5S)-3-thia-8-azabicyclo[3.2.1]octane C(C)(C)(C)[C@@]12CSC[C@H](CC1)N2